(2S,3R,4R,5S,6R)-2-[4-chloro-3-[[4-[(3S)-oxolan-3-yl]oxyphenyl]methyl]-phenyl]-6-(hydroxymethyl)oxan-3,4,5-triol ClC1=C(C=C(C=C1)[C@@H]1O[C@@H]([C@H]([C@@H]([C@H]1O)O)O)CO)CC1=CC=C(C=C1)O[C@@H]1COCC1